C(CCCC)[NH3+] Pentylammonium